BrC=1C=CC(=C(N[C@@H](COC)C)C1)[N+](=O)[O-] (R)-5-bromo-N-(1-methoxypropan-2-yl)-2-nitroaniline